(1R,2R)-3-(2-([1,1'-biphenyl]-4-yl)acetamido)-1-((2R,3R,4S,6R)-3-acetamido-4-acetoxy-6-(benzyloxy)-6-(methoxycarbonyl)tetrahydro-2H-pyran-2-yl)propane-1,2-diyl diacetate C(C)(=O)O[C@H]([C@@H](CNC(CC1=CC=C(C=C1)C1=CC=CC=C1)=O)OC(C)=O)[C@@H]1O[C@](C[C@@H]([C@H]1NC(C)=O)OC(C)=O)(C(=O)OC)OCC1=CC=CC=C1